(S)-2-(5-(2-fluoro-4-(2-(3-methylmorpholino)ethoxy)phenyl)pyridine-2-yl)-N-(2-fluorobenzyl)acetamide FC1=C(C=CC(=C1)OCCN1[C@H](COCC1)C)C=1C=CC(=NC1)CC(=O)NCC1=C(C=CC=C1)F